C1(CC1)C1=CC(=NC(=N1)N1C=NC=C1)C(=O)NC1CCC(CC1)C(F)F 6-cyclopropyl-N-(4-(difluoromethyl)cyclohexyl)-2-(1H-imidazol-1-yl)pyrimidine-4-carboxamide